Cl.C(CCCCCCCCCCCCC)OCC(=O)OC1=C(CC2=CC(=C(C=C12)OC)OC)CC1CCN(CC1)CC1=CC=CC=C1 2-((1-benzylpiperidin-4-yl)methyl)-5,6-dimethoxy-1H-inden-3-yl 2-(tetradecyloxy)acetate hydrochloride